FC=1C=C(C#N)C=CC1COC1=NC(=CC=C1)N1CCNCC1 3-fluoro-4-(((6-(piperazin-4-yl)pyridin-2-yl)oxy)methyl)benzonitrile